1'-methyl-[3,3'-biindolinylidene]-2,2'-dione hydrochloride Cl.CN1C(C(C2=CC=CC=C12)=C1C(NC2=CC=CC=C12)=O)=O